N-(p-toluenesulfonyl)indole CC1=CC=C(C=C1)S(=O)(=O)N2C=CC3=CC=CC=C32